[C@@H]1([C@@H](C1)C(=O)Cl)C(=O)Cl (trans)-cyclopropane-1,2-dicarboxylic acid chloride